ClC1=C(C(=O)NC2=CC(=NN2C2=CC=CC=C2)C(=O)NCC=2N=NN(C2)CCCCCCC(=O)N2CCN(CC2)C2=CC=C(C=C2)NC2C(NC(CC2)=O)=O)C=C(C(=C1)Cl)C1=NC=CC=C1 5-[[2,4-dichloro-5-(2-pyridyl)benzoyl]amino]-N-[[1-[7-[4-[4-[(2,6-dioxo-3-piperidyl)amino]phenyl]piperazin-1-yl]-7-oxo-heptyl]triazol-4-yl]methyl]-1-phenyl-pyrazole-3-carboxamide